6-(Methoxymethyl)-5-(4,4,5,5-tetramethyl-1,3,2-dioxaborolan-2-yl)-2,3-dihydrobenzofuran-4-ol COCC=1C=C2C(CCO2)=C(C1B1OC(C(O1)(C)C)(C)C)O